N1-(1H-benzoimidazol-5-yl)-1-[4-(2-methyl-1,3-thiazol-5-yl)phenyl]ethane-1,2-diamine N1C=NC2=C1C=CC(=C2)NC(CN)C2=CC=C(C=C2)C2=CN=C(S2)C